2-(2-(aminomethyl)-6-cyclopropylimidazo[1,2-a]pyridin-8-yl)octahydropyrrolo[1,2-a]pyrazin-7-ol hydrochloride Cl.NCC=1N=C2N(C=C(C=C2N2CC3N(CC2)CC(C3)O)C3CC3)C1